r-p-dioxanone O1C(COCC1)=O